1-chloro-2-ethynyl-benzene ClC1=C(C=CC=C1)C#C